ClC=1C2=C(N=CN1)N(C=C2I)S(=O)(=O)C2=CC=CC=C2 4-chloro-5-iodo-7-(phenylsulfonyl)-7H-pyrrolo[2,3-d]pyrimidine